2,4-Dimethyl-3-(trifluoromethyl)pyridine 1-oxide CC1=[N+](C=CC(=C1C(F)(F)F)C)[O-]